C(C)(C)(C)OC(N[C@@H]1CN(CCC1)C1=CC(=C(C=C1)NC(C(=O)C1=CC=C(C=C1)C#N)=O)[N+](=O)[O-])=O (S)-(1-(4-(2-(4-cyanophenyl)-2-oxoacetamido)-3-nitrophenyl)piperidin-3-yl)carbamic acid tert-butyl ester